[5-(4-fluoro-2-isopropoxy-phenyl)-6-methyl-2-(1-methyl-6-oxo-3-pyridyl)pyrimidin-4-yl]trifluoromethanesulfonate FC1=CC(=C(C=C1)C=1C(=NC(=NC1C)C1=CN(C(C=C1)=O)C)OS(=O)(=O)C(F)(F)F)OC(C)C